ClC1=C(C=CC=C1)N1N=C(CC1=O)C 1-(2-Chlorophenyl)-3-methyl-5-pyrazolon